CNC=1N=C(C(=NC1C=1C=2C(=NN(C1)C)N=CN2)C(=O)N)NC2=CC=C(C=C2)N2CCOCC2 5-(Methylamino)-6-(2-methylimidazo[4,5-c]pyridazin-4-yl)-3-(4-morpholinoanilino)pyrazine-2-carboxamide